CC1=CC(=NN1C1=CC=C(CN2N=CC=3C2=NC(=NC3)C=3C(=NC=CC3)C#N)C=C1)C(F)(F)F 3-(1-(4-(5-methyl-3-(trifluoromethyl)-1H-pyrazol-1-yl)benzyl)-1H-pyrazolo[3,4-d]pyrimidin-6-yl)pyridinecarbonitrile